N-(2-methylcyclopropyl)oxetane-3-carboxamide CC1C(C1)NC(=O)C1COC1